2-(6-vinylpyridin-3-yl)phenol C(=C)C1=CC=C(C=N1)C1=C(C=CC=C1)O